N[C@H]1CN(CC1)C1=CC=C(C=C1)CS(=O)(=O)NC1=CC=C(C=C1)C1=CC2=C(N=CN=C2N2CCOCC2)N1 1-{4-[(3R)-3-aminopyrrolidin-1-yl]phenyl}-N-{4-[4-(morpholin-4-yl)-7H-pyrrolo[2,3-d]pyrimidin-6-yl]phenyl}methanesulfonamide